1-(4-bromophenoxy)-3-(2-((tert-butyldimethylsilyl)oxy)ethoxy)propan-2-ol BrC1=CC=C(OCC(COCCO[Si](C)(C)C(C)(C)C)O)C=C1